3-Bromo-6,7-dihydro-[1,2,4]triazolo[4,3-a]pyrazin-8(5H)-one BrC1=NN=C2N1CCNC2=O